2,3,5,6-tetraaminoterephthalic acid NC1=C(C(=O)O)C(=C(C(=C1N)C(=O)O)N)N